Octenoyl-carnitine C(C=CCCCCC)(=O)C(O)(C[N+](C)(C)C)CC([O-])=O